FC1=CC=C(C=C1)NC1=C(C=C(C=C1)S(=O)(=O)NC)C=1N=NN(N1)C 4-((4-fluorophenyl)amino)-N-methyl-3-(2-methyl-2H-tetrazol-5-yl)benzenesulfonamide